C(C)(=O)[O-] (±)-trans-acetate